C(C)(=O)NC[C@@H]1N(CC(CC1)(F)F)C(=O)C1=C(C=CC(=N1)NC=1C=C(C(=O)O)C=CN1)C (R)-2-((6-(2-(acetamidomethyl)-5,5-difluoropiperidine-1-carbonyl)-5-methylpyridin-2-yl)amino)isonicotinic acid